[I-].FC1=CC=C(C=C1)CC[NH3+] 2-(4-fluorophenyl)ethyl-ammonium iodide